FC1=CC=C(C=C1)CCC(C#N)C1=CC=CC=C1 4-(4-fluorophenyl)-2-phenylbutyronitrile